NC=1C=C(C=CC1)C=1C=C(C=2C=NN(C2C1)C(C)C)C(=O)NCC=1C(NC(=CC1C)C)=O 6-(3-Aminophenyl)-N-((1,2-dihydro-4,6-dimethyl-2-oxopyridin-3-yl)methyl)-1-isopropyl-1H-indazole-4-carboxamide